BrC\C(\CN1C(C2=CC=CC=C2C1=O)=O)=C\F (E)-2-(2-bromomethyl-3-fluoroallyl)isoindoline-1,3-dione